ClC=1C(=NC(=NC1)NC(C)C1=CC=CC=C1)NC1=NNC(=C1)C1CC1 5-Chloro-N4-(5-cyclopropyl-1H-pyrazol-3-yl)-N2-(1-phenylethyl)pyrimidine-2,4-diamine